CC1=C(C(=CC(=C1)C)C)C1=NC(=NC(=N1)C1=C(C=C(C=C1)OCC(COCCCC)O)O)C1=C(C=C(C=C1)OCC(COCCCC)O)O 2-(2,4,6-trimethylphenyl)-4,6-bis[2-hydroxy-4-(3-butyl-oxy-2-hydroxypropyloxy)phenyl]-s-triazine